C(C)(C)(C)CC(=O)O.C(C)(=O)OC(C)(C)C tert-butyl acetate (tert-butyl acetate)